Cl.C1(CC1)CC1=NN=C2N1C=CC(=C2C(F)(F)F)[C@H](C)OC2=C(C=C(C=C2)F)F 3-(cyclopropylmethyl)-7-[(1S)-1-(2,4-difluorophenoxy)ethyl]-8-(trifluoromethyl)[1,2,4]triazolo[4,3-a]pyridine hydrochloride